methyl 2-((1S,4S,5R)-5-((5-cyclopropyl-3-(2-(trifluoromethoxy) phenyl)isoxazol-4-yl)methoxy)-2-azabicyclo[2.2.1]heptan-2-yl)-4-fluorobenzo[d]thiazole-6-formate C1(CC1)C1=C(C(=NO1)C1=C(C=CC=C1)OC(F)(F)F)CO[C@H]1[C@@H]2CN([C@H](C1)C2)C=2SC1=C(N2)C(=CC(=C1)C(=O)OC)F